Ethyl 1-((1R,2S)-2-methoxy-1-phenylpropyl)-1H-pyrazole-4-carboxylate CO[C@H]([C@@H](C1=CC=CC=C1)N1N=CC(=C1)C(=O)OCC)C